NC1C(N(CC12CC2)C(=O)OC(C)(C)C)CC2=C(C(=CC=C2)Br)F tert-butyl 7-amino-6-(3-bromo-2-fluorobenzyl)-5-azaspiro[2.4]heptane-5-carboxylate